BrC=1C=C(C=C(C1)C1=CC=C2C=CNC2=C1)N1CCN(CC1)C(=O)OC(C)(C)C Tert-butyl 4-(3-bromo-5-(1H-indol-6-yl)phenyl)piperazine-1-carboxylate